FC=1C=C(CN(S(=O)(=O)C2=CC=C(C=C2)C)CC(OC)OC)C=CC1F N-(3,4-difluorobenzyl)-N-(2,2-dimethoxyethyl)-4-methylbenzenesulfonamide